3-bromo-N-(2,6-difluoro-3,5-dimethoxyphenyl)-5,6-dimethylpyridin-2-amine BrC=1C(=NC(=C(C1)C)C)NC1=C(C(=CC(=C1F)OC)OC)F